zirconium(IV) t-butoxide CC(C)(C)[O-].[Zr+4].CC(C)(C)[O-].CC(C)(C)[O-].CC(C)(C)[O-]